O=C1[C@H](SCC[C@H](N1)CNC(=O)C=1N=CNC1)C1=CC=C(C=C1)OC1=CC=CC=C1 N-[[(2R,5S)-3-oxo-2-(4-phenoxyphenyl)-1,4-thiazepan-5-yl]methyl]-1H-imidazole-4-carboxamide